(1S,3ar,6as)-2-(2-hydroxy-2-methylpropanoyl)-N-((S)-3-oxo-1-((S)-2-oxopyrrolidin-3-yl)-4-(trifluoromethoxy)butan-2-yl)octahydrocyclopenta[c]pyrrole-1-carboxamide OC(C(=O)N1[C@@H]([C@@H]2[C@H](C1)CCC2)C(=O)N[C@@H](C[C@H]2C(NCC2)=O)C(COC(F)(F)F)=O)(C)C